2-(6-(5-chlorothien-2-yl)-2-oxo-3-(phenethylamino)pyrazin-1(2H)-yl)acetic acid ClC1=CC=C(S1)C1=CN=C(C(N1CC(=O)O)=O)NCCC1=CC=CC=C1